C(CCC)C1CSC(O1)=S 5-butyl-1,3-oxathiolan-2-thione